2-hydroxy-4-(3,5,7-trihydroxy-3,4-dihydro-2H-chromen-2-yl)phenolate OC1=C(C=CC(=C1)C1OC2=CC(=CC(=C2CC1O)O)O)[O-]